FC1(CCN(CCC1)C1=C(C(=O)NC2=CC(=CC=C2)[S@@](=O)(=N)C)C(=C(C=N1)C=1C=NN(C1)C(F)F)C)F (R)-2-(4,4-difluoroazepan-1-yl)-5-(1-(difluoromethyl)-1H-pyrazol-4-yl)-4-methyl-N-(3-(S-methylsulfonimidoyl)phenyl)nicotinamide